COC1(CCOCC1)CN1CC2(C1)CN(C2)S(=O)(=O)C=2C(=NC(=CC2)C(F)(F)F)C 2-((4-methoxytetrahydro-2H-pyran-4-yl)methyl)-6-((2-methyl-6-(trifluoromethyl)pyridin-3-yl)sulfonyl)-2,6-diazaspiro[3.3]heptane